CN1N=C(C2=CC=C(C=C12)[C@@H]1C[C@H](NCC1)C)C1C(NC(CC1)=O)=O 3-[1-methyl-6-[(2R,4S)-2-methyl-4-piperidyl]indazol-3-yl]piperidine-2,6-dione